(S)-(1-(3-(4-cyanophenyl)-2-(4-(trifluoromethyl)phenyl)quinoxalin-6-yl)piperidin-3-yl)carbamic acid tert-butyl ester C(C)(C)(C)OC(N[C@@H]1CN(CCC1)C=1C=C2N=C(C(=NC2=CC1)C1=CC=C(C=C1)C(F)(F)F)C1=CC=C(C=C1)C#N)=O